(S)-10-((5-chloro-2-((R)-2-methylmorpholino)pyrimidin-4-yl)amino)-2-cyclopropyl-3,3-difluoro-7-methyl-1,2,3,4-tetrahydro-[1,4]oxazepino[2,3-c]quinolin-6(7H)-one ClC=1C(=NC(=NC1)N1C[C@H](OCC1)C)NC1=CC=2C3=C(C(N(C2C=C1)C)=O)OCC([C@@H](N3)C3CC3)(F)F